N(C(=N)N)N=CC1=C(C=C(C=C1)C1=C(C=C(C=C1)N1C(O[C@H](C1)CNC(C)=O)=O)F)C (S)-N-({3-[4'-(guanidinoiminomethyl)-2-fluoro-3'-methyl-1,1'-biphenyl-4-yl]-2-oxo-1,3-oxazolidin-5-yl}methyl)acetamide